2-(methylthio)N6-(isopentenyl)adenine CSC1=NC(=C2NC=NC2=N1)NCCC(=C)C